5-Chloro-2-(4,4-difluoroazepan-1-yl)-6-methylnicotinic acid ClC=1C(=NC(=C(C(=O)O)C1)N1CCC(CCC1)(F)F)C